CN1N=NC2=C1C=CC(=C2C)/C=C/C(=O)OC(C)(C)C tert-butyl (2E)-3-(1,4-dimethyl-1H-benzotriazol-5-yl)prop-2-enoate